ClC(=O)C1=CC=C2[C@H](CN(CC2=C1)C(=O)OC(C)(C)C)C tert-butyl (4R)-7-chlorocarbonyl-4-methyl-3,4-dihydro-1H-isoquinoline-2-carboxylate